dihydrospiro[indene-1,4'-piperidine]-4-carbonitrile N1CCC2(CC1)CCC=1C(=CC=CC12)C#N